ClC1=C(C=CC=C1C=1N=C(C(=NC1)CN(C(OC(C)(C)C)=O)C[C@H]1NC(CC1)=O)OC)C1=C(C(=CC=C1)C1=CC=2N(C(C(=CN2)C=O)=O)C=C1)C (S)-tert-butyl ((5-(2-chloro-3'-(3-formyl-4-oxo-4H-pyrido[1,2-a]pyrimidin-8-yl)-2'-methyl-[1,1'-biphenyl]-3-yl)-3-methoxypyrazin-2-yl)methyl)((5-oxopyrrolidin-2-yl)methyl)carbamate